[3-bromo-5-(trifluoromethyl) phenoxy]carbamate BrC=1C=C(ONC([O-])=O)C=C(C1)C(F)(F)F